FC=1C(=C(C=C(C1)N1CCOCC1)C(C(=O)O)N1C[C@@H](CC1)OCCCCCC1=NC=2NCCCC2C(=C1)OC)OC 2-(3-fluoro-2-methoxy-5-morpholinophenyl)-2-((R)-3-((5-(4-methoxy-5,6,7,8-tetrahydro-1,8-naphthyridin-2-yl)pentyl)oxy)pyrrolidin-1-yl)acetic acid